2-((2-aminothiazolo[5,4-d]pyrimidin-5-yl)thio)ethan-1-ol NC=1SC=2N=C(N=CC2N1)SCCO